5λ3-oxazole O1C=NC=[C]1